N[C@@H](C(C)C)C(=O)O Anti-valine